ClC1=C(C=CC(=C1)F)NC1=NC=C(C(=C1)N1C=NC(=C1)C(=O)NC(CO)C1=CC=CC=C1)C 1-(2-((2-chloro-4-fluorophenyl)amino)-5-methylpyridin-4-yl)-N-(2-hydroxy-1-phenylethyl)-1H-imidazole-4-carboxamide